C1=CC=CC=2C3=CC=CC=C3C(C12)COC(=O)N[C@H](CCC(=O)O)C(=O)O (((9H-fluoren-9-yl)methoxy)carbonyl)-D-glutamic acid